CC(C#N)=C 2-Methyl-2-propennitril